BrC=1C(=C(NC)C(=CC1Cl)I)[N+](=O)[O-] 3-bromo-4-chloro-6-iodo-N-methyl-2-nitroaniline